CN1C(C=CC2=C1N=CN=C2)=O 8-methyl-7-oxopyrido[2,3-d]pyrimidine